C(C)(C)(C)OC(=O)NC1=CC=C(C=C1)NC=1C(=C2C=CN=CC2=CC1)NC(CC(=O)OCC)=O Ethyl 3-[[6-[[4-[(tert-butoxycarbonyl)amino]phenyl]amino]isoquinolin-5-yl]amino]-3-oxopropionate